Ethyl (S)-3-(3-(1-(2,6-dichlorobenzyl)-1H-1,2,4-triazole-3-carboxamido)-5-methyl-4-oxo-2,3,4,5-tetrahydrobenzo[b][1,4]oxazepin-7-yl)propanoate ClC1=C(CN2N=C(N=C2)C(=O)N[C@@H]2C(N(C3=C(OC2)C=CC(=C3)CCC(=O)OCC)C)=O)C(=CC=C1)Cl